bromo-2,4-dihydro-1H-3,1-benzoxazine-2,4-dione BrN1C(OC(C2=C1C=CC=C2)=O)=O